1-(2-(Trifluoromethyl)pyridin-4-yl)azetidin-3-yl 4-(azetidin-1-yl)-2-ethyl-5,7-dihydro-6H-pyrrolo[3,4-d]pyrimidine-6-carboxylate N1(CCC1)C=1C2=C(N=C(N1)CC)CN(C2)C(=O)OC2CN(C2)C2=CC(=NC=C2)C(F)(F)F